(3S)-1-methyl-3-(6-(2-methyl-2H-pyrazolo[3,4-b]pyridin-5-yl)thieno[2,3-b]pyridin-2-yl)-3-piperidinol CN1C[C@](CCC1)(O)C1=CC=2C(=NC(=CC2)C2=CC=3C(N=C2)=NN(C3)C)S1